methyl 2-[(hex-5-enylamino)methyl]-2-methyl-pentanoate C(CCCC=C)NCC(C(=O)OC)(CCC)C